3-(1-oxo-5-((2-(3-(2-(trifluoromethyl)-pyridin-4-yl)azetidin-1-yl)cyclohexyl)-oxy)isoindolin-2-yl)piperidine-2,6-dione O=C1N(CC2=CC(=CC=C12)OC1C(CCCC1)N1CC(C1)C1=CC(=NC=C1)C(F)(F)F)C1C(NC(CC1)=O)=O